N-palmitoyl-glutamic acid disodium [Na].[Na].C(CCCCCCCCCCCCCCC)(=O)N[C@@H](CCC(=O)O)C(=O)O